[N+](=O)([O-])C1=C(C=C(C=C1)C#N)F 2-nitro-5-cyanofluorobenzene